7-(4-(4-(benzo[b]thiophen-4-yl)piperazin-1-yl)butoxy)-N,N-diheptyl-2-oxoquinoline-1(2H)-carboxamide S1C2=C(C=C1)C(=CC=C2)N2CCN(CC2)CCCCOC2=CC=C1C=CC(N(C1=C2)C(=O)N(CCCCCCC)CCCCCCC)=O